5-((2-chloro-6-fluorobenzyl)oxy)-N,2-dimethylbenzofuran-3-carboxamide ClC1=C(COC=2C=CC3=C(C(=C(O3)C)C(=O)NC)C2)C(=CC=C1)F